methyl (S)-6-((5-bromo-3-(1-(tert-butoxycarbonyl)piperidine-3-yl)-6-fluoro-2-oxo-2,3-dihydro-1H-benzo[d]imidazole-1-yl)methyl)nicotinate BrC1=CC2=C(N(C(N2[C@@H]2CN(CCC2)C(=O)OC(C)(C)C)=O)CC2=NC=C(C(=O)OC)C=C2)C=C1F